FC=1C=C(CNC(=O)C2=CC=C(S2)C2C(=C(NC(=C2C=2SC(=NN2)C)CCC2=CC=C(C=C2)F)CC(C)C)C(=O)N)C=CC1F 4-(5-((3,4-difluorobenzyl)carbamoyl)thiophen-2-yl)-6-(4-fluorophenethyl)-2-isobutyl-5-(5-methyl-1,3,4-thiadiazol-2-yl)-1,4-dihydropyridine-3-carboxamide